5-[5-chloro-2-(4-fluorophenyl)-1H-indol-3-yl]-1,3,4-oxadiazol-2-ol ClC=1C=C2C(=C(NC2=CC1)C1=CC=C(C=C1)F)C1=NN=C(O1)O